N-((3R,5R)-adamantan-1-yl)-2-(1-((1R,4R)-4-(cyanomethyl)cyclohexyl)-1,6-dihydroimidazo[4,5-d]pyrrolo[2,3-b]pyridin-2-yl)acetamide C12(CC3CC(CC(C1)C3)C2)NC(CC2=NC=3C(=C1C(=NC3)NC=C1)N2C2CCC(CC2)CC#N)=O